5-amino-3-tert-butyl-pyrazole-1-carboxylic acid (4-benzoimidazol-1-yl-phenyl)-amide N1(C=NC2=C1C=CC=C2)C2=CC=C(C=C2)NC(=O)N2N=C(C=C2N)C(C)(C)C